(5aR,5bS,7aS,10aS,10bR)-2-((4-chlorophenyl)amino)-5a,7a-dimethyl-4,5,5a,5b,6,7,7a,9,10,10a,10b,11,12,12a-tetradecahydro-8H-cyclopenta[7,8]phenanthro[2,1-d]thiazol-8-one ClC1=CC=C(C=C1)NC=1SC2=C(N1)CC[C@@]1([C@H]3CC[C@]4([C@H]([C@@H]3CCC12)CCC4=O)C)C